C(CC)[C@H]1COC2=C(CN1)SC=C2 (3S,5E)-3-propyl-3,4-dihydrothieno[2,3-f][1,4]oxazepin